3-chloro-2-[4-(1-piperidyl)-1-piperidyl]aniline methyl-(S)-2-(2-((tert-butoxycarbonyl)amino)-4-methylpentanamido)-2,3-dihydro-1H-indene-2-carboxylate COC(=O)C1(CC2=CC=CC=C2C1)NC([C@H](CC(C)C)NC(=O)OC(C)(C)C)=O.ClC=1C(=C(N)C=CC1)N1CCC(CC1)N1CCCCC1